(S)-2-((S)-2-aminopropionylamino)propionic acid N[C@H](C(=O)N[C@H](C(=O)O)C)C